C(CCCCCC)C1=C(C=CC=C1)OC(NC1=CC=CC=C1)=S N-phenylthiocarbamic acid (heptylphenyl) ester